NCCSCC(C(=O)O)C 3-[(2-aminoethyl)sulfanyl]-2-methylpropionic acid